4'-(((3-(2H-tetrazol-5-yl)phenyl)sulfinyl)methyl)-[1,1'-biphenyl] N=1NN=NC1C=1C=C(C=CC1)S(=O)CC1=CC=C(C=C1)C1=CC=CC=C1